2-cyclopentyl-5,6,7,8-tetrahydro-10H-oxazolo[5,4-d]pyrido[1,2-a]pyrimidin-10-one C1(CCCC1)C=1OC=2N=C3N(C(C2N1)=O)CCCC3